(S)-4-(tert-butoxy)-2-((tert-butoxycarbonyl)amino)-4-oxobutyric acid C(C)(C)(C)OC(C[C@@H](C(=O)O)NC(=O)OC(C)(C)C)=O